CN1C2=C(CC[C@@H](C1=O)NC(=O)C1=NC=CC(=C1)OC1=CC=CC=C1)C=CC(=N2)C#CC2COC2 (S)-N-(9-methyl-2-(oxetan-3-ylethynyl)-8-oxo-6,7,8,9-tetrahydro-5H-pyrido[2,3-b]azepin-7-yl)-4-phenoxypyridineamide